O.[Si]([O-])([O-])([O-])[O-].[Ca+2].[Ca+2] Dicalcium silicate hydrate